(S)-1-((S)-pyrrolidin-2-yl)isochroman-6-carbonitrile N1[C@@H](CCC1)[C@H]1OCCC2=CC(=CC=C12)C#N